Cl.C(C)OCC1(CCN(CC1)CC1=CC=C(C=C1)C(C)O)CCC1=CC=CC=C1 1-(4-((4-(ethoxymethyl)-4-phenethyl-piperidin-1-yl)methyl)phenyl)ethanol HCl